ClC1=C(C=CC=C1)CC(=O)NC=1C=C(C=C(C1)C=1C=NN(C1)C)NS(=O)(=O)CCC(=O)OC Methyl 3-(N-(3-(2-(2-chlorophenyl)acetamido)-5-(1-methyl-1H-pyrazol-4-yl)phenyl)sulfamoyl)propanoate